7-(5,6-dimethyl-1H-indazol-4-yl)-8-fluoro-2-((hexahydro-1H-pyrrolizin-7a-yl)methoxy)pyrido[4,3-d]pyrimidine CC=1C(=C2C=NNC2=CC1C)C1=C(C=2N=C(N=CC2C=N1)OCC12CCCN2CCC1)F